tert-butyl (2S)-2-[[(4-amino-6-chloropyrimidin-5-yl)oxy]methyl]pyrrolidine-1-carboxylate NC1=NC=NC(=C1OC[C@H]1N(CCC1)C(=O)OC(C)(C)C)Cl